FC1=CC=C(CC2=CC3=C(NC2=O)C(CN3C(CN3[C@H](CN[C@@H](C3)C)CN3CCC(CC3)CC(=O)NC)=O)(C)C)C=C1 2-(1-(((2R,5R)-1-(2-(6-(4-fluorobenzyl)-3,3-dimethyl-5-oxo-2,3,4,5-tetrahydro-1H-pyrrolo[3,2-b]pyridin-1-yl)-2-oxoethyl)-5-methylpiperazin-2-yl)methyl)piperidin-4-yl)-N-methylacetamide